C(C)(C)(C)OC(=O)N1CC=2N(CC1)C(=NN2)C#CC(CC2=CC=CC=C2)=O 3-(2-Phenylacetylethynyl)-6,8-dihydro-5H-[1,2,4]triazolo[4,3-a]pyrazine-7-carboxylic acid tert-butyl ester